BrC=1C=CC(=NC1)C1=C(C(=NO1)C)CNC1=NC=CC(=N1)C1=NC=CC=C1 N-((5-(5-bromopyridin-2-yl)-3-methylisoxazol-4-yl)methyl)-4-(pyridin-2-yl)pyrimidin-2-amine